C[Si](CCOCN1N=C(C=2C1=NC=CC2)C(=O)N)(C)C 1-((2-(trimethylsilyl)ethoxy)methyl)-1H-pyrazolo[3,4-b]Pyridine-3-carboxamide